[Al].[Mn].[Cr].[Fe] iron-chromium-manganese-aluminium